2-chloro-7-(((6-(piperidin-4-yl)pyridin-2-yl)oxy)methyl)benzofuran-4-carbonitrile 4-methylbenzeneSulfonate CC1=CC=C(C=C1)S(=O)(=O)O.ClC=1OC=2C(C1)=C(C=CC2COC2=NC(=CC=C2)C2CCNCC2)C#N